2-({6-methylimidazo[1,2-a]pyridin-2-yl}methyl)-5-(pyridin-2-yl)-1,2-dihydro-2,7-naphthyridin-1-one CC=1C=CC=2N(C1)C=C(N2)CN2C(C1=CN=CC(=C1C=C2)C2=NC=CC=C2)=O